1,1,1,3,3,3-Hexafluoropropan-2-yl 8-((1-acetyl-1,2,3,4-tetrahydroquinolin-8-yl)methyl)-2,8-diazaspiro[4.5]decane-2-carboxylate C(C)(=O)N1CCCC2=CC=CC(=C12)CN1CCC2(CCN(C2)C(=O)OC(C(F)(F)F)C(F)(F)F)CC1